CN1C=C2C=CC=CC2=C1 2-methyl-isoindole